benzyl {[2-(benzyloxy)cyclopropyl]amino}methanoate C(C1=CC=CC=C1)OC1C(C1)NC(=O)OCC1=CC=CC=C1